N-((2S,3R,4R,5R,6R)-2-(allyloxy)-4,5-dihydroxy-6-((4-(trimethylsilyl)-1H-1,2,3-triazol-1-yl)methyl)tetrahydro-2H-pyran-3-yl)-2,2,2-trifluoroacetamide C(C=C)O[C@H]1O[C@@H]([C@@H]([C@@H]([C@H]1NC(C(F)(F)F)=O)O)O)CN1N=NC(=C1)[Si](C)(C)C